CN(CCS(=O)(=O)CC1=CC=C(C=C1)NC=1N=CC2=C(N1)CN(CC2)C2=C(C1=C(OCCN1C(=O)OC(C)(C)C)N=C2)C)C tert-butyl 7-{2-[(4-{[2-(dimethylamino) ethanesulfonyl] methyl}phenyl)amino]-5H,6H,7H,8H-pyrido[3,4-d]pyrimidin-7-yl}-8-methyl-1H,2H,3H-pyrido[2,3-b][1,4]oxazine-1-carboxylate